[2,4-Difluoro-5-(7-morpholin-4-yl-quinazolin-4-yl)-phenyl]thieno[2,3-d]-pyridazin-4-yl-methanol FC1=C(C=C(C(=C1)F)C1=NC=NC2=CC(=CC=C12)N1CCOCC1)C(O)C1=C2C(=CN=N1)SC=C2